BrC=1C=C2C(=CN(C(C2=CC1)=O)CC=1C=C(C(=O)OC)C=CC1)I methyl 3-((6-bromo-4-iodo-1-oxoisoquinolin-2(1H)-yl)methyl)benzoate